(1S,4r)-methyl 4-(2-((S)-1-(3,4-difluorophenyl)-6-oxopiperidin-2-yl)-5-(3,5-dimethylisoxazol-4-yl)-1H-benzo[d]imidazol-1-yl)cyclohexanecarboxylate FC=1C=C(C=CC1F)N1[C@@H](CCCC1=O)C1=NC2=C(N1C1CCC(CC1)C(=O)OC)C=CC(=C2)C=2C(=NOC2C)C